5-(6-(2,5-dioxo-2,5-dihydro-1H-pyrrol-1-yl)hexanamido)-2-(hydrazinocarbonyl)benzenesulfonic acid O=C1N(C(C=C1)=O)CCCCCC(=O)NC=1C=CC(=C(C1)S(=O)(=O)O)C(=O)NN